C(C)(C)(C)OC(=O)N1C(CC(CC1)N1CCCCC1)(C)C 2,2-dimethyl-4-(1-piperidinyl)piperidine-1-carboxylic acid tert-butyl ester